ethyl 4-[1-cyano-1-(2,4-difluoro-3-methylphenyl)ethyl]-5-fluoro-6-(methylsulfanyl)pyridine-3-carboxylate C(#N)C(C)(C1=C(C(=C(C=C1)F)C)F)C1=C(C=NC(=C1F)SC)C(=O)OCC